BrC1=C(C(=C(C2=NSN=C21)Br)OCCCCCCCC)OCCCCCCCC 4,7-dibromo-5,6-bis(octyloxy)benzo[c]-1,2,5-thiadiazole